COC1=NC2=CC=C(C=C2C=C1)C=1C=C(C=NC1)N1CC2(CN(C2)C(=O)OC(C)(C)C)C1 tert-butyl 6-(5-(2-methoxyquinoline-6-yl)pyridin-3-yl)-2,6-diazaspiro[3.3]heptane-2-carboxylate